C1(=CC=CC2=CC=CC=C12)[C@@H](C)NC(C1=C(C=CC=C1)CCC(N1CCN(CC1)C(C=C)=O)=O)=O N-[(1R)-1-(1-naphthyl)ethyl]-2-[3-oxo-3-(4-prop-2-enoylpiperazin-1-yl)propyl]benzamide